tert-butyl (3,3-difluoro-5-((2-nitro-5-(1-((2-(trimethylsilyl)ethoxy)methyl)-1H-1,2,4-triazol-3-yl)phenyl)amino)cyclohexyl)carbamate FC1(CC(CC(C1)NC1=C(C=CC(=C1)C1=NN(C=N1)COCC[Si](C)(C)C)[N+](=O)[O-])NC(OC(C)(C)C)=O)F